fluoroboran FB